C(#N)CN1N=C(C=C1)C1=C(C=NC(=C1)C1=CC=C(C=C1)F)CNC(OC(C)(C)C)=O tert-butyl ((4-(1-(cyanomethyl)-1H-pyrazol-3-yl)-6-(4-fluorophenyl)pyridin-3-yl)methyl)carbamate